FC1=C(C=CC(=C1C(=O)N)OC)C1=CC(=CC=C1)C(=O)NS(=O)(=O)C fluoro-4-methoxy-N3'-(methylsulfonyl)-[1,1'-biphenyl]-3,3'-dicarboxamide